3-[[4-[[(3R,4R)-2-tert-Butoxycarbonyl-3-isobutyl-3,4-dihydro-1H-isoquinolin-4-yl]oxy]-6-(o-tolyl)pyrimidin-2-yl]sulfamoyl]benzoic acid C(C)(C)(C)OC(=O)N1CC2=CC=CC=C2[C@H]([C@H]1CC(C)C)OC1=NC(=NC(=C1)C1=C(C=CC=C1)C)NS(=O)(=O)C=1C=C(C(=O)O)C=CC1